thioacetic acid S-(5-hydroxy-1-methyl-3-trifluoromethyl-1H-pyrazol-4-yl-methyl) ester OC1=C(C(=NN1C)C(F)(F)F)CSC(C)=O